N-((2-(2,6-dioxopiperidin-3-yl)-1-oxoisoindolin-5-yl)methyl)-2-(3-fluorophenyl)-2-oxoacetamide O=C1NC(CCC1N1C(C2=CC=C(C=C2C1)CNC(C(=O)C1=CC(=CC=C1)F)=O)=O)=O